N-(3-chloro-5-(methylsulfonyl)phenyl)-2-hydroxy-3-(trifluoromethoxy)benzenesulfonamide ClC=1C=C(C=C(C1)S(=O)(=O)C)NS(=O)(=O)C1=C(C(=CC=C1)OC(F)(F)F)O